tert-butyl [(3S)-1-(3-nitro-5,6,7,8-tetrahydro-1,8-naphthyridin-4-yl)piperidin-3-yl]carbamate [N+](=O)([O-])C=1C=NC=2NCCCC2C1N1C[C@H](CCC1)NC(OC(C)(C)C)=O